3-methoxy-4-phenylquinoline-2-formic acid COC=1C(=NC2=CC=CC=C2C1C1=CC=CC=C1)C(=O)O